ClC=1C=CC2=C(CC3(CC=4N2C(=NN4)[C@@H]4CC[C@H](CC4)NC4=NC=CC=C4)OCCO3)C1 N-[trans-4-(8'-Chloro-4'H,6'H-spiro[1,3-dioxolan-2,5'-[1,2,4]triazolo[4,3-a][1]benzazepin]-1'-yl)cyclohexyl]pyridin-2-amin